OC1=COC2=C(C=CCC2=C1)O 3,8-dihydroxy-5H-chromene